The molecule is a tetrol that is N-(1-iminohexan-2-yl)acetamide in which the four hydroxy substituents are located at positions 3, 4, 5 and 6. It is an acetamide, an aldimine and a tetrol. CC(=O)NC(C=N)C(C(C(CO)O)O)O